4-amino-N-(2-hydroxyethyl)benzenesulfonamide C1=CC(=CC=C1N)S(=O)(=O)NCCO